C(#N)C1=CC=2N(N=C1)C(=CC2)C2=CC(=C(C=N2)C2=NN=C(S2)N2CCN(CC2)C(=O)[O-])NC2COC2 4-[5-(6-{3-cyanopyrrolo[1,2-b]pyridazin-7-yl}-4-[(oxetan-3-yl)amino]pyridin-3-yl)-1,3,4-thiadiazol-2-yl]piperazine-1-carboxylate